FC(OC1=C(C=O)C=CC(=C1)N1C(CN(CC1)C1=CC=CC=C1)=O)F 2-(difluoromethoxy)-4-(2-oxo-4-phenylpiperazin-1-yl)benzaldehyde